6-bromo-4-((2-((tert-butoxycarbonyl)amino)ethyl)amino)-5,7-difluoroquinoline-3-carboxylic acid BrC=1C(=C2C(=C(C=NC2=CC1F)C(=O)O)NCCNC(=O)OC(C)(C)C)F